S1C(=CC2=C1C=CC=C2)C(=O)O (E)-benzothiophene-2-carboxylic acid